(R)-4-(7-chloro-10-(3-(4-chloro-3,5-dimethylphenoxy)propyl)-4-methyl-1-oxo-6-(1,3,5-trimethyl-1H-pyrazol-4-yl)-3,4-dihydropyrazino[1,2-a]indol-2(1H)-yl)-1H-indole-6-carboxylic Acid ClC=1C=CC=2C(=C3N(C2C1C=1C(=NN(C1C)C)C)[C@@H](CN(C3=O)C3=C1C=CNC1=CC(=C3)C(=O)O)C)CCCOC3=CC(=C(C(=C3)C)Cl)C